FC1=C(C=C(C=C1)F)[C@@H](CC)N=C=O (R)-(+)-1-(2,5-difluorophenyl)propyl isocyanate